CN(C(OC(C)(C)C)=O)C1CCC2(CC(C2)CNC2=CC=CC=3NC(N(C32)C)=O)CC1 tert-butyl N-methyl-N-[2-[[(3-methyl-2-oxo-1H-benzimidazol-4-yl)amino]methyl] spiro[3.5]nonan-7-yl]carbamate